(3'R,5'S)-5'-fluoro[1,3'-bipiperidin]-2-one F[C@H]1C[C@H](CNC1)N1C(CCCC1)=O